(E)-4-((3-chloro-4-ethynylphenyl) (methyl) amino)-4-oxobut-2-enoate ClC=1C=C(C=CC1C#C)N(C(/C=C/C(=O)[O-])=O)C